Isopropanoic acid ethyl ester C(C)OC(CC)=O